1-{6-[(3S)-3-amino-6-fluoro-1,3-dihydrospiro[indene-2,4'-piperidin]-1'-yl]-5-methyl-1H-pyrazolo[3,4-b]pyrazin-3-yl}-6-methyl-1,2,3,4,5,6-hexahydro-1,6-naphthyridin-5-one hydrochloride Cl.N[C@@H]1C2=CC=C(C=C2CC12CCN(CC2)C2=C(N=C1C(=N2)NN=C1N1CCCC=2C(N(C=CC12)C)=O)C)F